carbon butanoic acid C(CCC)(=O)O.[C]